N(C=1C=C2C(OC(C2=CC1)=O)=O)(C=1C=C2C(OC(C2=CC1)=O)=O)C=1C=C2C(OC(C2=CC1)=O)=O 5,5',5''-nitrilotris(isobenzofuran-1,3-dione)